2-(thien-2-yl)propan-2-amine S1C(=CC=C1)C(C)(C)N